Tert-Butyl 7-(((2S,3R)-1,3-bis(benzyloxy)-1-oxobutan-2-yl)amino)-1-oxo-2,5-diazaspiro[3.4]octane-5-carboxylate C(C1=CC=CC=C1)OC([C@H]([C@@H](C)OCC1=CC=CC=C1)NC1CN(C2(CNC2=O)C1)C(=O)OC(C)(C)C)=O